ClC=1C(=NC(=NC1)NC1=CC=C(C=C1)CN1CCOCC1)NC1=C(C(=O)NCC(CO)O)C=CC=C1 2-((5-chloro-2-(4-morpholinomethylanilino)pyrimidin-4-yl)amino)-N-(2,3-dihydroxypropyl)benzamide